Cl.N1CCC(CC1)C=1C=C(C=CC1)NC1C(NC(CC1)=O)=O 3-((3-(piperidin-4-yl)phenyl)amino)piperidine-2,6-dione hydrochloride